5-(5-(dimethylcarbamoyl)pyridin-2-yl)-1-ethyl-N-(4-(4-methylpiperazine-1-carboxamido)benzyl)-1H-indazole-3-carboxamide CN(C(=O)C=1C=CC(=NC1)C=1C=C2C(=NN(C2=CC1)CC)C(=O)NCC1=CC=C(C=C1)NC(=O)N1CCN(CC1)C)C